NC=1C2=C(N=CN1)N(C(=C2C2=CC=C(C=C2)S(NCC(F)(F)F)(=O)=O)C2=CC=C(C=C2)NC(C(=C)C)=O)C N-(4-(4-amino-7-methyl-5-(4-(N-(2,2,2-trifluoroethyl)sulfamoyl)phenyl)-7H-pyrrolo[2,3-d]pyrimidin-6-yl)phenyl)methacrylamide